C(C)(C)(C)N1N=CC(=C1)C1=CC(=C2C=CC=NC2=C1)OC[C@@H]1CNCCO1 7-(1-tert-butyl-1H-pyrazol-4-yl)-5-{[(2S)-morpholin-2-yl]methoxy}quinoline